C(C)(C)(C)C1=CC=C(C=C1)C[C@H](CN1C[C@H](O[C@H](C1)C)C)C |&1:11| (+/-)-cis-4-[3-(p-tertbutylphenyl)-2-methylpropyl]-2,6-dimethylmorpholine